N-(4-fluorophenyl)-2-[methyl(2-{1H-pyrazolo[3,4-c]pyridin-5-yl}-5H,6H,7H-cyclopenta[d]pyrimidin-4-yl)amino]acetamide FC1=CC=C(C=C1)NC(CN(C=1C2=C(N=C(N1)C=1C=C3C(=CN1)NN=C3)CCC2)C)=O